C(C)OC(C(CC(=O)C1=CC=C(C=C1)I)=O)=O 4-(4-Iodophenyl)-2,4-dioxobutanoic acid ethyl ester